NC([C@H](C[C@H]1C(NCC1)=O)NC(=O)C1N(CC2=CC=CC=C12)C(=O)C=1NC2=CC=CC(=C2C1)OC)=O N-[(1S)-2-amino-2-oxo-1-[[(3S)-2-oxopyrrolidin-3-yl]methyl]ethyl]-2-(4-methoxy-1H-indole-2-carbonyl)isoindoline-1-carboxamide